4-[(2-fluoro-6-methylphenyl)amino]-2-{[1-(2,2,2-trifluoroethyl)-1H-pyrazol-4-yl]amino}pyrimidine-5-carboxamide FC1=C(C(=CC=C1)C)NC1=NC(=NC=C1C(=O)N)NC=1C=NN(C1)CC(F)(F)F